BrC1=CC=C(C=C1)N1CC2(C1)CN(C2)CC2(CCN(CC2)C(=O)OC(C)(C)C)O tert-butyl 4-[[2-(4-bromophenyl)-2,6-diazaspiro[3.3]heptan-6-yl]methyl]-4-hydroxy-piperidine-1-carboxylate